ls-3-trifluoromethyl-pyridine FC(C=1C=NC=CC1)(F)F